Benzyl 4-(3-oxopropyl)piperidine-1-carboxylate Pyridinium chlorochromate [Cr](=O)(=O)([O-])Cl.[NH+]1=CC=CC=C1.O=CCCC1CCN(CC1)C(=O)OCC1=CC=CC=C1